tributyl-(3,3-dipentyl-3,4-dihydro-2H-thieno[3,4-b][1,4]dioxain-6-yl)stannane C(CCC)[Sn](S1C=C2OCC(OC2=C1)(CCCCC)CCCCC)(CCCC)CCCC